3-{4-[(5-tert-butyl-2-methoxyphenyl)methyl]phenyl}propanoic acid C(C)(C)(C)C=1C=CC(=C(C1)CC1=CC=C(C=C1)CCC(=O)O)OC